(1s,3s)-3-((5-(8-fluoroimidazo[1,2-a]pyridin-6-yl)-7H-pyrrolo[2,3-d]pyrimidin-2-yl)amino)-N,N,1-trimethylcyclobutane-1-carboxamide FC=1C=2N(C=C(C1)C1=CNC=3N=C(N=CC31)NC3CC(C3)(C(=O)N(C)C)C)C=CN2